ClC=1NC2=CC=CC=C2C1C=NNC(=O)NC1=CC(=C(C=C1)F)F 2-((2-chloro-1H-indol-3-yl)methylene)-N-(3,4-difluorophenyl)hydrazine-1-carboxamide